(S)-N-((S)-1-(2-fluorophenyl)-1,4,5,7-tetrahydropyrano[3,4-c]pyrazol-4-yl)-2-methylpropane-2-sulfinamide FC1=C(C=CC=C1)N1N=CC2=C1COC[C@H]2N[S@@](=O)C(C)(C)C